N,N'-(((1,2,4,5-tetrazine-3,6-diyl)bis(4,1-phenylene))bis(methylene))bis(2-fluoroethan-1-amine) N1=NC(=NN=C1C1=CC=C(C=C1)CNCCF)C1=CC=C(C=C1)CNCCF